FC1=C(C=CC(=C1)F)NC(C1=C(C(=CC=C1)F)F)=O N-(2,4-difluorophenyl)-2,3-difluorobenzamide